3-chloro-6,7-dihydro-5H-thieno[3,2-b]pyran-6-amine hydrochloride Cl.ClC1=CSC2=C1OCC(C2)N